C12(CC3CC(CC(C1)C3)C2)C(=O)ON2C(C3=CC=CC=C3C2=O)=O 1,3-dioxoisoindol-2-yl (3r,5r,7r)-adamantane-1-carboxylate